2-(3-fluoro-4-methyl-5-nitrophenyl)-4,4,5,5-tetramethyl-1,3,2-dioxaborolane FC=1C=C(C=C(C1C)[N+](=O)[O-])B1OC(C(O1)(C)C)(C)C